BrC1=C2CC[C@H](C2=CC=C1)N1C(C2=CC=CC=C2C1=O)=O 2-((R)-4-bromo-indan-1-yl)-isoindole-1,3-dione